3-(pyridin-2-ylmethylene)-6-(3-(4-fluorobenzoyl)benzylidene)piperazine-2,5-dione N1=C(C=CC=C1)C=C1C(NC(C(N1)=O)=CC1=CC(=CC=C1)C(C1=CC=C(C=C1)F)=O)=O